OC(CN1C=NC2=C(C1=O)C=C(N=C2C=2C=NC=CC2)C=2C=NC=CC2)(C)C 3-(2-hydroxy-2-methylpropyl)-6,8-di(pyridin-3-yl)pyrido[3,4-d]pyrimidin-4(3H)-one